dilauryl phosphate sodium salt [Na+].P(=O)(OCCCCCCCCCCCC)(OCCCCCCCCCCCC)[O-]